4-(phenylthio)phenyl-bis(4-fluorophenyl)sulfonium bromine hydrochloride salt Cl.[Br+].C1(=CC=CC=C1)SC1=CC=C(C=C1)[S+](C1=CC=C(C=C1)F)C1=CC=C(C=C1)F